2-(3-fluorophenyl)-N-(2'-(4-methylpiperazin-1-yl)-[3,4'-bipyridin]-6-yl)acetamide FC=1C=C(C=CC1)CC(=O)NC1=CC=C(C=N1)C1=CC(=NC=C1)N1CCN(CC1)C